C(C=C)SC[C@H](N)C(=O)O L-(+)-S-allyl-L-cysteine